potassium, magnesium salt [Mg].[K]